ClC=1C=CC(=NC1)CN1C(=NC=2N(C(N(C(C12)=O)CCCO)=O)C)OC1=CC=C(C=C1)CC 7-((5-chloropyridin-2-yl)methyl)-8-(4-ethylphenoxy)-1-(3-hydroxypropyl)-3-methyl-1H-purine-2,6(3H,7H)-dione